CC=1C=CC=C2C=CC=C(C12)N1CC2=C(CCC1)C(=NC=N2)N2C[C@@H](N(CC2)C(C=C)=O)CC#N 2-[(2S)-4-[8-(8-methyl-1-naphthyl)-5,6,7,9-tetrahydropyrimido[4,5-c]azepin-4-yl]-1-prop-2-enoyl-piperazin-2-yl]acetonitrile